1,3-dimethyl-imidazole iron tetrachloride [Fe](Cl)(Cl)(Cl)Cl.CN1CN(C=C1)C